ClCCNC1C(N(C(C1)=O)CC(C(=O)OCC)(C)C)=O ethyl 3-(3-((2-chloroethyl) amino)-2,5-dioxopyrrolidin-1-yl)-2,2-dimethylpropanoate